N-[(1S)-1-(dicyclohexylmethyl)-2-[[6-(difluoromethyl)-5-(3,5-dimethyl-1H-pyrazol-4-yl)-2-pyridinyl]amino]-2-oxo-ethyl]-2-isopropyl-pyrazole-3-carboxamide C1(CCCCC1)C([C@@H](C(=O)NC1=NC(=C(C=C1)C=1C(=NNC1C)C)C(F)F)NC(=O)C=1N(N=CC1)C(C)C)C1CCCCC1